Naphthylcarboxamide C1(=CC=CC2=CC=CC=C12)C(=O)N